2-{5-[(2-{[3-fluoro-5-(1,1,2,2,3,3,3-heptafluoropropyl)pyridin-2-yl]carbamoyl}-4-nitrophenyl)sulfanyl]-1H-1,2,3,4-tetrazol-1-yl}acetic acid FC=1C(=NC=C(C1)C(C(C(F)(F)F)(F)F)(F)F)NC(=O)C1=C(C=CC(=C1)[N+](=O)[O-])SC1=NN=NN1CC(=O)O